FC(CN1N=CC=2C1=NC(=CN2)N2[C@@H](CC[C@@H](C2)COC=2C=NC=CC2C(F)(F)F)C)F 1-(2,2-difluoroethyl)-6-((2R,5S)-2-methyl-5-(((4-(trifluoromethyl)pyridin-3-yl)oxy)methyl)piperidin-1-yl)-1H-pyrazolo[3,4-b]pyrazine